3-oxo-4-(4-chlorophenyl)-3,4-dihydropyrazine-2-carboxamide O=C1C(=NC=CN1C1=CC=C(C=C1)Cl)C(=O)N